N,N-dimethylmorpholine-4-thiocarboxamide CN(C(=S)N1CCOCC1)C